COC1=CC=C(CSC2=CC=C3C=NN(C3=C2)C)C=C1 6-((4-methoxybenzyl)thio)-1-methyl-1H-indazole